tert-butyl N-(2-[3,5-dichloro-4-[(5-isopropyl-6-oxo-1H-pyridazin-3-yl)oxy]phenyl]-3,5-dioxo-4H-1,2,4-triazin-6-yl)-carbamate ClC=1C=C(C=C(C1OC1=NNC(C(=C1)C(C)C)=O)Cl)N1N=C(C(NC1=O)=O)NC(OC(C)(C)C)=O